C1(CC1)OC1=CC(=NC=C1C=O)C(=O)O 4-CYCLOPROPOXY-5-FORMYLPICOLINIC ACID